ClC1=CC=C2C(NC(N(C2=C1)C1=CC=C(C=C1)F)=O)=O 7-chloro-1-(4-fluorophenyl)quinazoline-2,4(1H,3H)-dione